tri(ethoxy)phenylbismuth C(C)OC1=C(C(=C(C=C1)[Bi])OCC)OCC